COC(=O)C1=CC2=C(NC(N2)=O)C=C1 2-oxo-2,3-dihydro-1H-1,3-benzimidazole-5-carboxylic acid methyl ester